C(C)(C)(C)OC(=O)N1CCC2(CC1)C(C1=CC=CC(=C1C2)OCC2=CC=C(C=C2)OC)=O 4-((4-methoxybenzyl)oxy)-1-oxo-1,3-dihydrospiro[indene-2,4'-piperidine]-1'-carboxylic acid tert-butyl ester